2,6-di-t-octyl-4-n-propylphenol C(C)(C)(CC(C)(C)C)C1=C(C(=CC(=C1)CCC)C(C)(C)CC(C)(C)C)O